FC=1C2=C(C=NC1)CN(C2)C(=O)NC2=CC=C(C=C2)C=2CCN(CC2)C(=O)OC(C)(C)C tert-butyl 4-(4-(7-fluoro-2,3-dihydro-1H-pyrrolo[3,4-c]pyridine-2-carboxamido)phenyl)-3,6-dihydropyridine-1(2H)-carboxylate